N-methyl-N-pentyl-piperidinium C[N+]1(CCCCC1)CCCCC